N1C(CCC2=CC=NC=C12)=O 3,4-Dihydro-1,7-naphthyridin-2(1H)-one